C(#N)C=1C=C(C=CC1)C1=NN2C(N=C(C=C2)C(=O)N[C@H](C(C)(C)O)C)=C1C1=CC(=NC(=C1)C)CO (3-Cyanophenyl)-N-[(1S)-2-hydroxy-1,2-dimethyl-propyl]-3-[2-(hydroxymethyl)-6-methyl-4-pyridyl]pyrazolo[1,5-a]pyrimidine-5-carboxamide